BrC1=NC(=C(C=C1Br)C)N1CCC(CC1)OC 2,3-Dibromo-6-(4-methoxypiperidin-1-yl)-5-methylpyridine